2,5-bis(4-carboxybiphenyl-4'-yl)oxazole C(=O)(O)C1=CC=C(C=C1)C1=CC=C(C=C1)C=1OC(=CN1)C1=CC=C(C=C1)C1=CC=C(C=C1)C(=O)O